BrC=1C=C2CCC(C2=CC1)NC(OCC)=O ethyl (5-bromo-2,3-dihydro-1H-inden-1-yl)carbamate